4-bromo-1-iodo-naphthalen-2-ol BrC1=CC(=C(C2=CC=CC=C12)I)O